N-(3-(2-cyanopropan-2-yl)-5-((4-methyl-3-oxopiperazin-1-yl)methyl)phenyl)-2-fluoro-4-methylbenzamide C(#N)C(C)(C)C=1C=C(C=C(C1)CN1CC(N(CC1)C)=O)NC(C1=C(C=C(C=C1)C)F)=O